tert-Butyl 2-methyl (2R,5S)-5-(4-chlorophenyl)pyrrolidine-1,2-dicarboxylate Di-tert-butyl-dicarbonate C(C)(C)(C)OC(=O)OC(=O)OC(C)(C)C.ClC1=CC=C(C=C1)[C@@H]1CC[C@@H](N1C(=O)OC(C)(C)C)C(=O)OC